Dysprosium dioxide [O-2].[O-2].[Dy+3]